rac-6-(2,6-difluorobenzyl)-3-((1R,5S,6R)-1-methyl-3-oxabicyclo[3.1.0]hexan-6-yl)-3,6-dihydro-4H-pyrazolo[4,3-d][1,2,3]triazin-4-one FC1=C(CN2N=C3C(N=NN(C3=O)[C@@H]3[C@H]4COC[C@@]34C)=C2)C(=CC=C1)F |r|